N-(bicyclo[3.1.0]hexane-3-yl)-5-(imidazo[1,2-a]pyrimidin-6-yl)-4-methoxypyrrolo[2,1-f][1,2,4]triazin-2-amine C12CC(CC2C1)NC1=NN2C(C(=N1)OC)=C(C=C2)C=2C=NC=1N(C2)C=CN1